(1R,3aS,6aR)-2-((S)-2-fluoro-2-(3-fluorophenyl)propanoyl)-N-((R)-4-fluoro-3-oxo-1-((R)-2-oxopyrrolidin-3-yl)butan-2-yl)octahydrocyclopenta[c]pyrrole-1-carboxamide F[C@@](C(=O)N1[C@H]([C@H]2[C@@H](C1)CCC2)C(=O)N[C@H](C[C@@H]2C(NCC2)=O)C(CF)=O)(C)C2=CC(=CC=C2)F